BrC=1C(=CC2=C(N(N=C2C1OC)C)C)C(F)(F)F 6-bromo-7-methoxy-2,3-dimethyl-5-(trifluoromethyl)-2H-indazole